C(C)(C)(C)C=1C=CC(=NC1)CNC1CCCC=2C=CC=NC12 N-((5-(tert-butyl)pyridin-2-yl)methyl)-5,6,7,8-tetrahydroquinolin-8-amine